COC=1C=C(C=CC1)C1=NC2=C(N1)C=CC(=C2)N 2-(3-methoxyphenyl)-1H-benzo[d]imidazol-5-amine